δ-propoxybutyltributoxysilane C(CC)OCCCC[Si](OCCCC)(OCCCC)OCCCC